Cl.ClC1=C(C=CC=C1Cl)N1CCNCC1 1-(2,3-dichlorophenyl)-piperazine monohydrochloride